dimethyl-3,5-dimethoxybenzyl oxide CC(C1=CC(=CC(=C1)OC)OC)(C)OC(C1=CC(=CC(=C1)OC)OC)(C)C